C1(=CC=CC=C1)/C=C/C(C)=O (E)-4-phenylbut-3-en-2-one